Sodium 1-decanesulfonate C(CCCCCCCCC)S(=O)(=O)[O-].[Na+]